OC1=CC(=C(C2=C1C(C=C(O2)C2=CC=C(C=C2)O)=O)CN2CCN(CC2)CC2OCCC2)O 5,7-dihydroxy-2-(4-hydroxyphenyl)-8-((4-((tetrahydrofuran-2-yl)methyl)piperazin-1-yl)methyl)-4H-benzopyran-4-one